3-methoxypropylpropanol COCCCC(CC)O